OC[C@@H]1OC(N2[C@@H]1COC1=C2C=CC(=C1)S(=O)(=O)N1CCNCC1)=O (3R,3aR)-3-(hydroxymethyl)-7-piperazin-1-ylsulfonyl-3a,4-dihydro-3H-oxazolo[4,3-c][1,4]benzoxazin-1-one